(1r,3r)-3-(4-(2-(4-((6-bromopyridin-3-yl)oxy)phenyl)propan-2-yl)phenoxy)cyclobutane BrC1=CC=C(C=N1)OC1=CC=C(C=C1)C(C)(C)C1=CC=C(OC2CCC2)C=C1